2-[(1S)-2-hydroxy-1-methyl-ethyl]pyrazole-3-carboxamide OC[C@H](C)N1N=CC=C1C(=O)N